2-aminoglucose N[C@@](C=O)(O)[C@@H](O)[C@H](O)[C@H](O)CO